4-(3,5-dimethoxybenzyl)-9-(4-fluoro-2-methylphenyl)-7-(hydroxymethyl)-3,4-dihydro-1H-benzo[e][1,4]diazepine-2,5-dione COC=1C=C(CN2CC(NC3=C(C2=O)C=C(C=C3C3=C(C=C(C=C3)F)C)CO)=O)C=C(C1)OC